CN(C1=CC=C(C=C1)C1CNC(CO1)([2H])[2H])C N,N-Dimethyl-4-(morpholin-2-yl-5,5-d2)aniline